FC(C=1C=C(C=CC1)[C@@]1(CCOC2(CCCC2)C1)CCNCC=1C=NC=CC1C(F)(F)F)(F)F {2-[(9R)-9-[3-(trifluoromethyl)phenyl]-6-oxaspiro[4.5]decan-9-yl]ethyl}({[4-(trifluoromethyl)pyridin-3-yl]methyl})amine